2,3-dihydroxypropyl-hexadecyl-dimethyl-ammonium chloride [Cl-].OC(C[N+](C)(C)CCCCCCCCCCCCCCCC)CO